(1S)-3,3-difluorocyclopentan-1-amine FC1(C[C@H](CC1)N)F